C[C@H]1CNC[C@H]2N1CCOC2 (6S,9aR)-6-methyl-1,3,4,6,7,8,9,9a-octahydro[1,4]oxazino[4,3-a]pyrazine